COC=1C=C(C=CC1OC)C1=NC2=C(N1C)C=C(C=C2)C2CCN(CC2)C2CCN(CC2)C(C)C 2-(3,4-dimethoxyphenyl)-6-(1'-isopropyl-[1,4'-bipiperidin]-4-yl)-1-methyl-1H-benzo[d]imidazole